NCCCN(CCCCCCC(C(=O)OCCCCCC)C(=O)OCCCCCC)CCCCCCCC(=O)OC(CCCCCCCC)CCCCCCCC 1,3-dihexyl 2-{6-[(3-aminopropyl)[8-(heptadecan-9-yloxy)-8-oxooctyl]amino]hexyl}propanedioate